6-((R)-2-((3aS,5S,6aR)-5-(2-fluorophenoxy)-3a-hydroxyhexahydrocyclopenta[c]pyrrol-2(1H)-yl)-1-hydroxyethyl)-3,4-dihydroquinolin-2(1H)-one FC1=C(O[C@@H]2C[C@@]3([C@@H](CN(C3)C[C@H](O)C=3C=C4CCC(NC4=CC3)=O)C2)O)C=CC=C1